CC1COC2=C(C(N1)=S)C=CC=C2[N+](=O)[O-] 3-methyl-9-nitro-3,4-dihydrobenzo[f][1,4]oxazepin-5(2H)-thione